C(C)(C)(C)OC(=O)NC(=N)NC(=O)OC(C)(C)C N,N'-bis(tert-butoxycarbonyl)guanidine